NC1=NC=C(C(=N1)C1=CN(C2=CC(=C(C=C12)F)F)C(=O)OC(C)(C)C)C(F)(F)F tert-butyl 3-(2-amino-5-(trifluoromethyl) pyrimidin-4-yl)-5,6-difluoro-1H-indole-1-carboxylate